3,6-dinitro-1,4-dimethyl-9H-carbazole [N+](=O)([O-])C=1C=C(C=2NC3=CC=C(C=C3C2C1C)[N+](=O)[O-])C